7-methylchroman-4-amine CC1=CC=C2C(CCOC2=C1)N